C1(CC1)C=1C=CC(=NC1)C1=CC(=C(C(=O)OC)C=C1F)O[C@H](C(F)(F)F)C Methyl (S)-4-(5-cyclopropylpyridin-2-yl)-5-fluoro-2-((1,1,1-trifluoropropan-2-yl)oxy)benzoate